2-(mesitylsulfonyl)-7-morpholino-5-oxa-2-azaspiro[3.4]octane C1(=C(C(=CC(=C1)C)C)S(=O)(=O)N1CC2(C1)OCC(C2)N2CCOCC2)C